(E)-5-((tert-butyldimethylsilyl)oxy)-2-((dimethylamino)methylene)-4,4-dimethyl-3-oxopiperidine-1-carboxylic acid tert-butyl ester C(C)(C)(C)OC(=O)N1/C(/C(C(C(C1)O[Si](C)(C)C(C)(C)C)(C)C)=O)=C/N(C)C